dimethyl 4-(2,2-diethoxyethoxy)benzene-1,2-dicarboxylate C(C)OC(COC=1C=C(C(=CC1)C(=O)OC)C(=O)OC)OCC